NC=1N=NC(=CC1N1C[C@H](OCC1)C1=C(C(=C(C(=O)OCC)C=C1)C)C)C1=C(C=CC=C1)O Ethyl (R)-4-(4-(3-amino-6-(2-hydroxyphenyl)pyridazin-4-yl)morpholin-2-yl)-2,3-dimethylbenzoate